isoxazolyl-(isoxazol) O1N=C(C=C1)C1=NOC=C1